C(C=C)(=O)N1CCC(=CC1)C=1C=NC=C(C1)C(C(=O)NC=1SC(=CN1)C#N)C 2-(1'-acryloyl-1',2',3',6'-tetrahydro-[3,4'-bipyridine]-5-yl)-N-(5-cyanothiazol-2-yl)propanamide